C1(=CC=CC=C1)C1(CC1)C#CC1=NN=C(S1)N 5-((1-phenylcyclopropyl)ethynyl)-1,3,4-thiadiazol-2-amine